(5-methoxy-3-methyl-4-oxo-3,4-dihydropyrido[3,4-d]pyridazin-7-yl)boronic acid COC1=NC(=CC2=C1C(N(N=C2)C)=O)B(O)O